N1,N2-dibenzhydrylpropane-1,2-diamine C(C1=CC=CC=C1)(C1=CC=CC=C1)NCC(C)NC(C1=CC=CC=C1)C1=CC=CC=C1